N,N-dimethyl-2-chlorobenzylamine CN(C)CC1=C(C=CC=C1)Cl